Cl.N1CCC(CC1)CCP(OC1=CC=CC=C1)(OC1=CC=CC=C1)=O diphenyl (2-(piperidin-4-yl)ethyl)phosphonate hydrochloride